N-((1'S,2'R,3'S)-2'-formyl-2''-methyl-5'-phenyl-3',4'-dihydro-[1,1':3',1''-terphenyl]-1'(2'H)-yl)-4-methylbenzenesulfonamide C(=O)[C@H]1[C@@](C=C(C[C@@H]1C1=C(C=CC=C1)C)C1=CC=CC=C1)(C1=CC=CC=C1)NS(=O)(=O)C1=CC=C(C=C1)C